5-(3-ethyl-2-methyl-3H-imidazo[4,5-b]pyridin-5-yl)-N-(oxetan-3-yl)pyrrolo[2,1-f][1,2,4]triazin-2-amine C(C)N1C(=NC=2C1=NC(=CC2)C=2C=CN1N=C(N=CC12)NC1COC1)C